(3R)-4-[2'-ethoxy-3-(methoxycarbonyl)-[1,1'-biphenyl]-4-yl]-3-ethylpiperazine-1-carboxylic acid tert-butyl ester C(C)(C)(C)OC(=O)N1C[C@H](N(CC1)C1=C(C=C(C=C1)C1=C(C=CC=C1)OCC)C(=O)OC)CC